5-(4-morpholinophenylamino)-5-oxopentanoic acid benzyl ester C(C1=CC=CC=C1)OC(CCCC(=O)NC1=CC=C(C=C1)N1CCOCC1)=O